NC1=C(C(N(C2=CC(=CC=C12)Br)C1=CC=C(C=C1)[C@@H](C)O)=O)C(=O)O (R)-4-amino-7-bromo-1-(4-(1-hydroxyethyl)phenyl)-2-oxo-1,2-dihydroquinoline-3-carboxylic acid